C1(CC1)CN1C(N(C(C(=C1)C(=O)NC1=CC=C(C=C1)OC=1C2=C(N=CN1)CNCC2)=O)C2=CC=C(C=C2)F)=O 1-(Cyclopropylmethyl)-3-(4-fluorophenyl)-2,4-dioxo-N-(4-((5,6,7,8-tetrahydropyrido[3,4-d]pyrimidine-4-yl)oxy)phenyl)-1,2,3,4-tetrahydropyrimidine-5-carboxamide